N,N,N',N'-Tetramethyl-S-(1-oxido-2-pyridyl)thiuronium hexafluorophosphate CN(C)C(=[N+](C)C)SC1=CC=CC=[N+]1[O-].F[P-](F)(F)(F)(F)F